3-(4-(((3R,3aR,6R,6aR)-6-methoxyhexahydrofuro[3,2-b]furan-3-yl)oxy)phenyl)propanal CO[C@@H]1CO[C@H]2[C@@H]1OC[C@H]2OC2=CC=C(C=C2)CCC=O